3-[2-(4-fluorophenyl)-5-methoxy-1H-indol-3-yl]-N-[(3S)-2-oxopyrrolidin-3-yl]propionamide FC1=CC=C(C=C1)C=1NC2=CC=C(C=C2C1CCC(=O)N[C@@H]1C(NCC1)=O)OC